3-benzo[b]thiophen-2-yl-5,6-dihydro-1,4,2-oxathiazine 4-oxide S1C2=C(C=C1C1=NOCCS1=O)C=CC=C2